1-Ethyl 2,2-difluorohexanoate FC(C(=O)OCC)(CCCC)F